2-[4-[3-[2-(Carboxymethoxy)-4-(3-methylbut-2-enoxy)phenyl]-3-oxoprop-1-enyl]phenoxy]acetic acid C(=O)(O)COC1=C(C=CC(=C1)OCC=C(C)C)C(C=CC1=CC=C(OCC(=O)O)C=C1)=O